Cl.FC(\C(\C)=C\1/CNCC1)(F)F (3Z)-3-(1,1,1-trifluoropropan-2-ylidene)pyrrolidine hydrochloride